F[Sb-](F)(F)(F)(F)F.C(CCC)N1C=[N+](C=C1)C 1-Butyl-3-methylimidazolium hexafluoroantimonat